OC1(CC(C1)C(=O)N1CC2(C1)CC(C2)CC2=CC(=C(C=C2)C(F)(F)F)OC)C ((1s,3s)-3-hydroxy-3-methylcyclobutyl)(6-(3-methoxy-4-(trifluoromethyl)benzyl)-2-azaspiro[3.3]hept-2-yl)methanone